(S)-4-((5-(2,6-dioxopiperidin-3-yl)-4-oxo-5,6-dihydro-4H-thieno[3,4-c]pyrrol-1-yl)methoxy)benzaldehyde O=C1NC(CC[C@@H]1N1CC=2C(C1=O)=CSC2COC2=CC=C(C=O)C=C2)=O